FC1(CCC(CC1)N1N=C(C2=CC=CC=C12)CNC(C=C)=O)F N-[[1-(4,4-difluorocyclohexyl)indazol-3-yl]methyl]prop-2-enamide